BrC=1C(=NC(=NC1)NC1=C(C=C(C(=C1)CC)N1CCC(CC1)N1CCN(CC1)C)OC)NC=1C(=C2N=CC=NC2=CC1)NS(=O)(=O)C1CC1 N-(6-((5-bromo-2-((5-ethyl-2-methoxy-4-(4-(4-methylpiperazin-1-yl)piperidin-1-yl)phenyl)amino)pyrimidin-4-yl)amino)quinoxalin-5-yl)cyclopropanesulfonamide